N-ethyl-5-fluoro-N-(1-methylethyl)-benzamide C(C)N(C(C1=CC=CC(=C1)F)=O)C(C)C